COC=1C=C2C(=NC(=NC2=CC1OC)C)NC(C)C1=CC=C(S1)C1=CC=C(C=C1)C(C#N)(C)C 2-[4-(5-{1-[(6,7-dimethoxy-2-methylquinazolin-4-yl)amino]-ethyl}thiophen-2-yl)phenyl]-2-methylpropane-nitrile